trisPhenyl-benzene C1(=CC=CC=C1)C=1C(=C(C=CC1)C1=CC=CC=C1)C1=CC=CC=C1